F[C@H]1C[C@H](N(C1)C(CN1CCC(CC1)N(C=1C=NC2=CC=C(C=C2C1)C)C)=O)C#N (2S,4S)-4-fluoro-1-[2-[4-[methyl-(6-methyl-3-quinolyl)amino]-1-piperidyl]acetyl]pyrrolidine-2-carbonitrile